4-isopropenylphenyloxy-naphthyloxy-trimethylsilane C(=C)(C)C1=CC=C(C=C1)OC[Si](C)(C)OC1=CC=CC2=CC=CC=C12